3-(fluoromethyl)azetidine-1-carboxylic acid tert-butyl ester C(C)(C)(C)OC(=O)N1CC(C1)CF